tert-butyl propanedioate C(CC(=O)[O-])(=O)OC(C)(C)C